FCCOC=1C=C(C=CC1OC)C=1C=C(C=NC1)C1CB(OC1)O 4-(5-(3-(2-Fluoroethoxy)-4-methoxyphenyl)pyridin-3-yl)-1,2-oxaborolan-2-ol